C1(=CC=CC=C1)N(C1=CC=CC=C1)C1=CC=2C3(C4=CC=CC=C4C2C=C1)C1=CC=CC=C1C=1C=CC(=CC13)N(C1=CC=CC=C1)C1=CC=CC=C1 2,2'-di(N,N-diphenylamino)-9,9-spirobifluorene